FC=1C=C2C(=CNC2=CC1)C[C@H]1N(CCC1)C 5-fluoro-3-{[(2S)-1-methylpyrrolidin-2-yl]methyl}-1H-indole